O1CCC12CNCC2 oxa-6-azaspiro[3.4]octan